COC1=NN(C=C1NC1=NC=C(C(=N1)O)C)C 2-((3-methoxy-1-methyl-1H-pyrazol-4-yl)amino)-5-methylpyrimidin-4-ol